6-((4-(2-(2-aminopyridin-3-yl)-5-phenyl-3H-imidazo[4,5-b]pyridin-3-yl)benzyl)amino)picolinonitrile NC1=NC=CC=C1C1=NC=2C(=NC(=CC2)C2=CC=CC=C2)N1C1=CC=C(CNC2=CC=CC(=N2)C#N)C=C1